1-pyrrolidinylpropan-2-ol CC(CN1CCCC1)O